OC1CN(C1)C1=C(C=C2C(=N1)N=C(S2)N2CCOCC2)NC(=O)C=2N=C(OC2)C2=CC(=NC=C2)C N-(5-(3-hydroxyazetidin-1-yl)-2-morpholinothiazolo[4,5-b]pyridin-6-yl)-2-(2-methylpyridin-4-yl)oxazole-4-carboxamide